C1(=CC=CC=C1)SC1=CC=C(C(=O)C2=CC=CC=C2)C=C1 4-(phenylthio)benzophenone